7-(2,7-dimethyloxazolo[5,4-b]pyridin-5-yl)-2-(4-piperidyl)thiazolo[3,2-a]pyrimidin-5-one CC=1OC2=NC(=CC(=C2N1)C)C=1N=C2N(C(C1)=O)C=C(S2)C2CCNCC2